(2R,3R,4S,5R)-4-[[3-(2-ethoxy-3,4-difluoro-phenyl)-4,5-dimethyl-5-(trifluoromethyl)tetrahydrofuran-2-carbonyl]amino]-1-oxo-pyridin-1-ium-2-carboxamide C(C)OC1=C(C=CC(=C1F)F)[C@@H]1C(O[C@]([C@H]1C)(C(F)(F)F)C)C(=O)NC1=C[C@@H]([N+](C=C1)=O)C(=O)N